CS(=O)(=O)C1=CC=C(N=N1)OCC1CC(N(C1)CCC=1C=C(C#N)C=CC1)C 3-{2-[4-{[(6-methanesulfonylpyridazin-3-yl)oxy]methyl}-2-methylpyrrolidin-1-yl]ethyl}benzonitrile